CN(CCN(C1=C(C=C(C(=C1)OC)NC1=NC=NC(=C1)N1OCC[C@@H]1C1=CC(=CC=C1)C#CC1=CC(=CC=C1)O)NC(C=C)=O)C)C (R)-N-(2-((2-(dimethylamino)-ethyl)(methyl)-amino)-5-((6-(3-(3-((3-hydroxy-phenyl)ethynyl)-phenyl)isoxazolidin-2-yl)pyrimidin-4-yl)amino)-4-methoxyphenyl)acrylamide